tert-butyl (4-(4-(((2-chloro-3-nitroquinolin-4-yl)amino)methyl)phenoxy)benzyl)(methyl)carbamate ClC1=NC2=CC=CC=C2C(=C1[N+](=O)[O-])NCC1=CC=C(OC2=CC=C(CN(C(OC(C)(C)C)=O)C)C=C2)C=C1